COC(C(C(=O)OC)[C@H](C[N+](=O)[O-])C1=CC=CC=C1)=O |o1:8| (S*)-2-(2-nitro-1-phenylethyl)malonic acid dimethyl ester